1-(2-{4-[(2-dimethylamino-ethyl)-methyl-amino]-3-methoxy-anilino}-pyrimidin-4-yl)-1H-indole-3-carboxamide CN(CCN(C1=C(C=C(NC2=NC=CC(=N2)N2C=C(C3=CC=CC=C23)C(=O)N)C=C1)OC)C)C